diisocyanato-3,3'-dimethylbiphenyl N(=C=O)C1=C(C(=C(C=C1)C1=CC(=CC=C1)C)N=C=O)C